C(C)(=O)N1CCC2(CN(C2)C2=NN=C(S2)C=2C(=CC(=NC2)C2=CC=C3N2N=CC(=C3)C#N)NC(C)C)CC1 7-(5-(5-(7-acetyl-2,7-diazaspiro[3.5]non-2-yl)-1,3,4-thiadiazol-2-yl)-4-(isopropylamino)pyridin-2-yl)pyrrolo[1,2-b]pyridazine-3-carbonitrile